3-(2-chloro-6-methyl-4-pyridyl)-2-(3-cyanophenyl)-N-[(1S)-1-[(4S)-2,2-dimethyl-1,3-dioxolan-4-yl]ethyl]pyrazolo[1,5-a]pyrimidine-5-carboxamide ClC1=NC(=CC(=C1)C=1C(=NN2C1N=C(C=C2)C(=O)N[C@@H](C)[C@@H]2OC(OC2)(C)C)C2=CC(=CC=C2)C#N)C